C(C)OCC=1C=C(COCCNC)C=CC1 2-(3-(ethoxymethyl)benzyloxy)-N-methylethylamine